FC1=C(C=2C=NN(C2C(=C1)F)C1OCCCC1)C(=O)OC1=C(C=C(C=C1Cl)Cl)Cl (2,4,6-trichlorophenyl) 5,7-difluoro-1-(oxan-2-yl)indazole-4-carboxylate